C(\C=C\C(=O)O)(=O)O.COC=1C=C2C(=CC=NC2=CC1OC)OC1=CC=C(C=C1)NC(=O)C1(CC1)C(=O)NC1=CC=C(C=C1)F N-(4-(6,7-DIMETHOXYQUINOLIN-4-YLOXY)PHENYL)-N'-(4-FLUOROPHENYL)CYCLOPROPANE-1,1-DICARBOXAMIDE FUMARATE